3-chloro-2-(3-chloropropoxy)-5-(2-(4-hydroxyphenyl)propan-2-yl)benzonitrile ClC=1C(=C(C#N)C=C(C1)C(C)(C)C1=CC=C(C=C1)O)OCCCCl